C[Si](CCOCN1N=CC(=C1)C#N)(C)C 1-{[2-(trimethylsilyl)ethoxy]Methyl}-1H-pyrazole-4-carbonitrile